2,6-dichlorophenyl mercaptan ClC1=C(C(=CC=C1)Cl)S